C1(CC1)COC=1C=C(C=CC1OC)C1C(C1)N 2-(3-cyclopropylmethoxy-4-methoxyphenyl)cyclopropylamine